ClC1=CC=2C(C=N1)=C(N(N2)C2=CC=CC=C2)C 6-chloro-3-methyl-2-phenyl-2H-pyrazolo[4,3-c]pyridine